NC1(CC1)C1=CC=C(C=C1)N1N=C(C=C1)NC(=O)N[C@H]1CCOC2=C(C=CC=C12)Cl 1-[1-[4-(1-aminocyclopropyl)phenyl]pyrazol-3-yl]-3-[(4S)-8-chlorochroman-4-yl]urea